CN1CCC=2C1=NC1=CC=C(C=C1C2N)C 1,6-dimethyl-2,3-dihydro-1H-pyrrolo[2,3-b]quinolin-4-ylamine